C(C)(C)(C)C1=CC=C(C=C1)C=1NC(=NN1)SCC(=O)C1=CC=C(C=C1)Cl 2-((5-(4-(tert-butyl)phenyl)-4H-1,2,4-triazol-3-yl)thio)-1-(4-chlorophenyl)ethan-1-one